N1=C(C=CC=C1)[N+]1=C(SC2=C1C=CC=C2)C=CC=C pyridinyl-butadienyl-benzothiazolium